(E)-4-(3-hydroxyprop-1-enyl)-2-methoxyphenol OC/C=C/C1=CC(=C(C=C1)O)OC